C(C)(C)(C)OC(N(CC1=C(C2=C(N=CN2C)C(=C1)C1=CC=C(C=C1)OC(F)(F)F)C#N)C(=O)OC(C)(C)C)=O tert-Butyl-N-tert-butoxycarbonyl-N-[[4-cyano-3-methyl-7-[4-(trifluoromethoxy)phenyl] benzimidazol-5-yl]methyl]carbamate